OC(C)(C)C1=NC=CC(=C1)C1=C2C(=NC=C1)C=C(O2)C2=CC=C(C(=O)N(C)CC(C)C)C=C2 4-(7-(2-(2-hydroxypropan-2-yl)pyridin-4-yl)furo[3,2-b]pyridin-2-yl)-N-isobutyl-N-methylbenzamide